ClC1=NC(=CC2=C1N(C=N2)C(C)C)C2=CC=C1C(=C2)N(C(C12CCN(CC2)C2COC2)=O)C2CC(C2)N2C[C@H](CCC2)F 6-(4-chloro-3-isopropyl-3H-imidazo[4,5-c]pyridin-6-yl)-1-((1S,3s)-3-((R)-3-fluoropiperidin-1-yl)cyclobutyl)-1'-(oxetan-3-yl)spiro[indolin-3,4'-piperidin]-2-one